C12(CC(C1)C2)NC([C@H](CC2C1CC1CC2)NC(=O)C=2SC(=CC2)[C@H](C)NC=2C(=NC=C(C2)Cl)C)=O (2S)-N-{bicyclo[1.1.1]pentan-1-yl}-3-{bicyclo[3.1.0]hexan-2-yl}-2-({5-[(1S)-1-[(5-chloro-2-methylpyridin-3-yl)amino]ethyl]thiophen-2-yl}formamido)propanamide